4-(4-(1-(m-tolylsulfonyl)azetidine-3-carbonyl)-3,4-dihydro-2H-pyrido[4,3-b][1,4]oxazin-8-yl)benzonitrile C1(=CC(=CC=C1)S(=O)(=O)N1CC(C1)C(=O)N1C2=C(OCC1)C(=CN=C2)C2=CC=C(C#N)C=C2)C